2,3-dichloro-4-iodo-pyridine ClC1=NC=CC(=C1Cl)I